2-(Cyclopropanecarboxamido)-4-((1,5-dimethyl-4-oxo-4,5-dihydro-1H-pyrrolo[3,2-c]pyridin-3-yl)amino)-N-methylpyrimidine-5-carboxamide C1(CC1)C(=O)NC1=NC=C(C(=N1)NC1=CN(C2=C1C(N(C=C2)C)=O)C)C(=O)NC